OC(C#N)CCSC 2-hydroxy-4-Methylthiobutyronitrile